(5-Bromo-3,4-dihydroisoquinolin-2(1H)-yl)acetic acid tert-butyl ester C(C)(C)(C)OC(CN1CC2=CC=CC(=C2CC1)Br)=O